(2E)-2-{2-[({[(1E)-1-(3-{[(E)-1-Fluoro-2-phenylvinyl]oxy}phenyl)ethylidene]amino}oxy)methyl]phenyl}-2-(methoxyimino)-N-methylacetamide F\C(=C\C1=CC=CC=C1)\OC=1C=C(C=CC1)\C(\C)=N\OCC1=C(C=CC=C1)\C(\C(=O)NC)=N/OC